5-((4-(3,4-dichloropyridin-2-yl)piperidin-1-yl)methyl)-2-(2,4-dioxotetrahydropyrimidine-1(2H)-yl)isoindoline-1,3-dione ClC=1C(=NC=CC1Cl)C1CCN(CC1)CC=1C=C2C(N(C(C2=CC1)=O)N1C(NC(CC1)=O)=O)=O